C(C)(C)(C)OC(=O)N1CC(CCC1)([N+](=O)[O-])C(C(F)F)O 3-(2,2-difluoro-1-hydroxyethyl)-3-nitropiperidine-1-carboxylic acid tert-butyl ester